3-oxooctahydropyrrolo[3,4-c]pyrrole-1-carboxamide O=C1NC(C2CNCC21)C(=O)N